(R)-N-(4-cyano-3,5-difluorobenzylidene)-2-methylpropane-2-sulfinamide C(#N)C1=C(C=C(C=N[S@](=O)C(C)(C)C)C=C1F)F